COCC#CC1=CNC=2N=CN=C(C21)N[C@@H]2[C@H](C[C@@H](N(C2)C(C=C)=O)C)F 1-((2S,4S,5S)-5-((5-(3-methoxy-propyn-1-yl)-7H-pyrrolo[2,3-d]pyrimidin-4-yl)amino)-4-fluoro-2-methylpiperidin-1-yl)prop-2-en-1-one